C(C)OC(=O)[C@H]1[C@@H](C1)C1=CC(=C(C=C1)F)F (1R,2R)-2-(3,4-difluorophenyl)cyclopropanecarboxylic acid ethyl ester